ClC1=NN(C2=CC=C(C=C12)COC1=CC=C2C=C(COC2=C1)CN1CCC(CC1)C(=O)OCC)CC1CC1 ethyl 1-[7-(3-chloro-1-cyclopropylmethyl-1H-indazol-5-ylmethoxy)-2H-chromen-3-ylmethyl]-piperidine-4-carboxylate